FCC(CF)N1N=NC2=C1C=C(C=C2)C=2C(=CN1N=C(N=C(C12)OC)N[C@H]1C(CN(CC1)C(C)=O)(F)F)F (R)-1-(4-((5-(1-(1,3-difluoropropan-2-yl)-1H-benzo[d][1,2,3]triazol-6-yl)-6-fluoro-4-methoxypyrrolo[2,1-f][1,2,4]triazin-2-yl)amino)-3,3-difluoropiperidin-1-yl)ethan-1-one